CC12[C@H](C[C@@H]3[C@H]1C(C[C@]1(CCCC[C@@H]31)O2)=O)[C@@H]2N[C@@H](CCC2)C (2R,3aR,5aS,9aS,9bS)-3-methyl-2-((2R,6R)-6-methylpiperidin-2-yl)decahydro-3,5a-epoxycyclopenta[a]naphthalen-4(5H)-one